NC1=C(C(=CC(=C1)C(N)=O)OCCCO[Si](C)(C)C(C)(C)C)NC/C=C/CN1C(=NC2=C1C(=CC=C2)OC)NC(=O)C2=CC(=NN2CC)C (E)-1-(4-((2-amino-6-(3-((tert-butyldimethylsilyl)oxy)propoxy)-4-carbamoylphenyl)amino)but-2-en-1-yl)-2-(1-ethyl-3-methyl-1H-pyrazole-5-carboxamido)-7-methoxy-1H-benzo[d]imidazole